3-(6-((2-(3,3-Dimethylbutyl)-2,9-diazaspiro[5.5]undecan-9-yl)sulfonyl)pyridin-3-yl)oxazolidin-2-one CC(CCN1CC2(CCC1)CCN(CC2)S(=O)(=O)C2=CC=C(C=N2)N2C(OCC2)=O)(C)C